COC(NC1=CC=C(C=C1)C1=CN=C2N1C(=C(C=C2)C(N(C)C2=CC=C(C=C2)Cl)=O)C#N)=O.ClC=2N=NC(=CC2)OCC(F)F 3-chloro-6-(2,2-difluoroethoxy)pyridazine methyl-N-[4-[6-[(4-chlorophenyl)-methyl-carbamoyl]-5-cyano-imidazo[1,2-a]pyridin-3-yl]phenyl]carbamate